C(=O)(Cl)Cl PHOSGEN